Lactose monohydrate Magnesium stearate C(CCCCCCCCCCCCCCCCC)(=O)[O-].[Mg+2].O.OC1[C@H](O)[C@@H](O)[C@H](O[C@H]2[C@H](O)[C@@H](O)[C@@H](O)[C@H](O2)CO)[C@H](O1)CO.C(CCCCCCCCCCCCCCCCC)(=O)[O-]